tert-butyl 4-[2-[4-[4-(1,1-dioxothian-4-yl)-2-[6-methyl-7-oxo-1-(p-tolylsulfonyl)pyrrolo[2,3-c]pyridin-4-yl]phenoxy]phenyl]ethyl]piperidine-1-carboxylate O=S1(CCC(CC1)C1=CC(=C(OC2=CC=C(C=C2)CCC2CCN(CC2)C(=O)OC(C)(C)C)C=C1)C=1C2=C(C(N(C1)C)=O)N(C=C2)S(=O)(=O)C2=CC=C(C=C2)C)=O